O=C1NC(CCC1N1C(N(C2=C1C=CC=C2N2CCC1(CN(C1)C(=O)OC(C)(C)C)CC2)C)=O)=O tert-butyl 7-[1-(2,6-dioxo-3-piperidyl)-3-methyl-2-oxo-benzimidazol-4-yl]-2,7-diazaspiro[3.5]nonane-2-carboxylate